C1C(CCN2C1C1=CC=CC=C1CC2)N(C(CC)=O)C2=CC=C(C=C2)CCCCCC(=O)O 6-(4-(N-(1,3,4,6,7,11b-hexahydro-2H-pyrido[2,1-a]isoquinolin-2-yl)propionamido)phenyl)hexanoic acid